2-[[2-(4-methylphenoxy)acetyl]amino]-3-phenylpropionic acid CC1=CC=C(OCC(=O)NC(C(=O)O)CC2=CC=CC=C2)C=C1